ClC1=CC=C(C=C1)OC(=O)N1C[C@@H](CC(C1)(F)F)N1C(CCCC1=O)C (3'r)-5',5'-difluoro-2-methyl-6-oxo[1,3'-bipiperidine]-1'-carboxylic acid 4-chlorophenyl ester